2'-cyclopropyl-N-(6-(4-cyclopropylphenyl)thiazolo[4,5-b]pyrazin-2-yl)-5'-methoxy-6-Methyl-[4,4'-bipyridyl]-3-carboxamide C1(CC1)C1=NC=C(C(=C1)C1=C(C=NC(=C1)C)C(=O)NC=1SC=2C(=NC=C(N2)C2=CC=C(C=C2)C2CC2)N1)OC